(S)-5-bromo-4-(3-methylpiperazin-1-yl)-N-(quinoxalin-6-ylmethyl)pyridin-3-amine BrC=1C(=C(C=NC1)NCC=1C=C2N=CC=NC2=CC1)N1C[C@@H](NCC1)C